N,N-bis(9,9-dimethyl-9H-fluoren-2-yl)-3,3-dimethyl-7'-(trifluoromethyl)-2,3-dihydrospiro[indene-1,9'-xanthen]-2'-amine CC1(C2=CC=CC=C2C=2C=CC(=CC12)N(C1=CC=2C3(C4=CC(=CC=C4OC2C=C1)C(F)(F)F)CC(C1=CC=CC=C13)(C)C)C1=CC=3C(C2=CC=CC=C2C3C=C1)(C)C)C